BrC=1C=C2C(=CC=NC2=CC1)C(=O)NCC(=O)N1C(CC(C1)(F)F)C#N 6-bromo-N-(2-(2-cyano-4,4-difluoropyrrolidin-1-yl)-2-oxoethyl)quinoline-4-carboxamide